C([C@@]12C(=C(C([C@]1([C@@H]1CC[C@H]3CC(=O)CC[C@]3(C)[C@H]1CC2)[2H])([2H])[2H])[2H])[2H])([2H])([2H])[2H] androstenone-d8